FC1=CC=C(C=C1)C(C1=CC=C(C=C1)F)NC(OC12CC3(CC(CC(C1)C3)C2)N)=O 3-aminoadamantan-1-yl (bis(4-fluorophenyl)methyl)carbamate